1-(4-((4-((4-([1,2,4]triazolo[1,5-a]pyridin-7-yloxy)-2-methoxy-5-methylphenyl)amino)-7-methoxy-quinazolin-6-yl)amino)piperidin-1-yl)prop-2-en-1-one N=1C=NN2C1C=C(C=C2)OC2=CC(=C(C=C2C)NC2=NC=NC1=CC(=C(C=C21)NC2CCN(CC2)C(C=C)=O)OC)OC